N[C@@H]1CN(CCCC1)C1=NN(C(C2=CC=CC=C12)=O)C1CCCCC1 (S)-4-(3-Aminoazepan-1-yl)-2-cyclohexyl-phthalazin-1(2H)-one